2,6-dihydroxy-3'-methyl-4-pentyl-[1,1'-biphenyl]-3-carboxylic acid OC1=C(C(=CC(=C1C(=O)O)CCCCC)O)C1=CC(=CC=C1)C